COC=1C=C(CNC=2SC=CN2)C=CC1 N-(3-methoxybenzyl)thiazol-2-amine